FC=1C=CC(=C(CN2C(C=3N(CC2)C=C(C3)C3=NC(=NC=C3C)NC=3C=C2C=NN(C2=CC3)C)=O)C1)CO 2-(5-fluoro-2-(hydroxymethyl)benzyl)-7-(5-methyl-2-((1-methyl-1h-indazole-5-yl)amino)pyrimidin-4-yl)-3,4-dihydropyrrolo[1,2-a]pyrazine-1(2H)-one